5-oxo-2-(pyridazine-4-carboxamido)hexanediamide O=C(CCC(C(=O)N)NC(=O)C1=CN=NC=C1)C(=O)N